(2R,3R,4R,5S)-2-((4-methylpiperazin-1-yl)methyl)-5-((6-(trifluoromethyl)pyrazin-2-yl)amino)tetrahydro-2H-pyran-3,4-diol CN1CCN(CC1)C[C@H]1OC[C@@H]([C@H]([C@H]1O)O)NC1=NC(=CN=C1)C(F)(F)F